C([O-])([O-])=O.[K+].C(C1=CC=CC=C1)OC1=C(C(=C(C=C1)Br)F)C(F)(F)F.[K+] 4-benzyloxyl-1-bromo-2-fluoro-3-(trifluoromethyl)benzene Potassium carbonate